FC(C=1C=C(C=C(C1)C(F)(F)F)C1=NN(C=N1)/C=C(/C(=O)N)\C=1C(=NC=CC1)F)(F)F (E)-3-(3-(3,5-bis(trifluoromethyl)phenyl)-1H-1,2,4-triazol-1-yl)-2-(2-fluoropyridin-3-yl)acrylamide